FC(C(=O)O)(F)F.NCC=1C=CC2=C(C(=NO2)C=2C(=C(C=C(C2)CC)S(=O)(=O)N)OC)C1 (5-(aminomethyl)benzo[d]isoxazol-3-yl)-5-ethyl-2-methoxybenzenesulfonamide trifluoroacetate